3-(3-((2-((2-ethyl-4-(4-methyl-2-oxopiperazin-1-yl)phenyl)amino)-5-(trifluoromethyl)pyrimidin-4-yl)amino)propyl)-1,3-oxazinan-2-one C(C)C1=C(C=CC(=C1)N1C(CN(CC1)C)=O)NC1=NC=C(C(=N1)NCCCN1C(OCCC1)=O)C(F)(F)F